BrC1=C(C=CC(=C1)[N+](=O)[O-])N1CCC2(CC1)CCN(CC2)C 3-(2-bromo-4-nitrophenyl)-9-methyl-3,9-diazaspiro[5.5]undecane